CC1=CC=C2C(CCOC2=C1)NC(=O)C=1C(NC(=CC1)C(F)(F)F)=O N-(7-methylchroman-4-yl)-2-oxo-6-(trifluoromethyl)-1,2-dihydropyridine-3-carboxamide